2-(N-[4-Amino-5-(4-methylbenzoyl)thiazol-2-yl]-4-fluoroanilino)acetamid NC=1N=C(SC1C(C1=CC=C(C=C1)C)=O)N(C1=CC=C(C=C1)F)CC(=O)N